CN1N=CC(=C1)C1=NNC=C1C(=O)O 3-(1-Methyl-1H-pyrazol-4-yl)-1H-pyrazole-4-carboxylic acid